ClC1=CC(=C(C(=O)NC2=CC(=NC=C2)OC[C@@H]2OC(OC2)(C)C)C=C1Cl)OC1=CC=C(C=C1)OC(F)(F)F (S)-4,5-dichloro-N-(2-((2,2-dimethyl-1,3-dioxolan-4-yl)methoxy)pyridin-4-yl)-2-(4-(trifluoromethoxy)phenoxy)benzamide